Potassium tertiarybutoxide CC(C)(C)[O-].[K+]